[Cl-].COC1CN(CCC1)CC[NH3+] 2-(3-methoxypiperidin-1-yl)ethan-1-aminium chloride